methyl 4-[(cyclobutylamino) methyl]-1-methyl-pyrazole-3-carboxylate C1(CCC1)NCC=1C(=NN(C1)C)C(=O)OC